Tert-butyl 3-{[1-(2,6-dioxopiperidin-3-yl)-3-methyl-2-oxo-1,3-benzodiazol-4-yl]amino}pyrrolidine-1-carboxylate O=C1NC(CCC1N1C(N(C2=C1C=CC=C2NC2CN(CC2)C(=O)OC(C)(C)C)C)=O)=O